bis(3,4,5-trimethoxyphenyl)phosphine COC=1C=C(C=C(C1OC)OC)PC1=CC(=C(C(=C1)OC)OC)OC